2,5-dichloro-4-(5-cyclopropyl-1-((2-(trimethylsilyl)ethoxy)methyl)-1H-pyrazol-3-yl)pyrimidine ClC1=NC=C(C(=N1)C1=NN(C(=C1)C1CC1)COCC[Si](C)(C)C)Cl